OC1=C(C(=CC=2OC([C@H]3[C@H](C21)C=C(CC3)C)(C)C)CCC(CC)C)C(=O)O (6aR,10aR)-1-hydroxy-6,6,9-trimethyl-3-(3-methylpentyl)-6a,7,8,10a-tetrahydro-6H-dibenzo[b,d]pyran-2-carboxylic acid